2-(2-chlorophenyl)-1-methyl-5-(7-(4-methyl-1H-imidazol-1-yl)-1,2,3,4-tetrahydronaphthalen-2-yl)-4,5,6,7-tetrahydro-1H-imidazo[4,5-c]pyridine ClC1=C(C=CC=C1)C=1N(C2=C(CN(CC2)C2CC3=CC(=CC=C3CC2)N2C=NC(=C2)C)N1)C